[K].C1CCC2=C(C=3CCCC3C=C12)NC(=O)NS(=O)(=O)C1CN(CC1)C N-((1,2,3,5,6,7-Hexahydro-s-indacen-4-yl)carbamoyl)-1-methylpyrrolidine-3-sulfonamide, Potassium Salt